C(C=CCCCCCCCCCC=CCCCC)CC(=O)[O-] octadeca-2,13-dien-1-ylacetate